CC1(CC1)C#CC1=C2CCC=NC2=NC=C1 5-((1-methylcyclopropyl)ethynyl)-3,4-dihydro-1,8-naphthyridine